5-(trifluoromethyl)-1H-pyrazol-4-carboxamid FC(C1=C(C=NN1)C(=O)N)(F)F